(3,5-difluorophenylacetyl)-L-alanyl-L-2-phenylglycine tert-butyl ester C(C)(C)(C)OC([C@@H](NC([C@@H](NC(CC1=CC(=CC(=C1)F)F)=O)C)=O)C1=CC=CC=C1)=O